O(C1=CC=CC=C1)C1=CC=C(C=C1)OCC=C allyl 4-phenoxyphenyl ether